N-(1-methyl-7-(4,4,5,5-tetramethyl-1,3,2-dioxaborolan-2-yl)-1H-indazol-3-yl)cyclopropanesulfonamide CN1N=C(C2=CC=CC(=C12)B1OC(C(O1)(C)C)(C)C)NS(=O)(=O)C1CC1